F.C(CCC)[N+](CCCC)(CCCC)CCCC tetrabutylammonium hydrogen fluoride salt